hydroxycyclohexane-1-carboxylate CCOC(=O)[C@H]1CC[C@@H]([C@H](C1)O)NC(=O)OC(C)(C)C